OCC1C(OOC(C1(O)O)C1C(OC(C(C1OC)OC)OC)COC)OC 6-(hydroxymethyl)-5-methoxy-2-[4,5,6-trimethoxy-2-(methoxymethyl)oxan-3-yl]3,4-dioxane-diol